8-bromo-1-methyl-1,2,3,4-tetrahydroquinoline BrC=1C=CC=C2CCCN(C12)C